6-bromohexyl (4-nitrophenyl) carbonate C(OCCCCCCBr)(OC1=CC=C(C=C1)[N+](=O)[O-])=O